N1=C(C=CC=C1)C1=NNC=C1C1=CC(=NC=C1)C1=CC=C(C(=O)NC2CCOCC2)C=C1 4-[4-[3-(pyridin-2-yl)-1H-pyrazol-4-yl]-pyridin-2-yl]-N-(tetrahydro-2H-pyran-4-yl)benzamide